(S)-N-(6-guanidino-1-((1,1,1,3,3,3-hexafluoropropan-2-yl)oxy)-2-oxohexan-3-yl)nicotinamide N(C(=N)N)CCC[C@@H](C(COC(C(F)(F)F)C(F)(F)F)=O)NC(C1=CN=CC=C1)=O